C(C1=CC=CC=C1)OC1=C(OC=2C(=NC=CC2)C(C#N)O)C=CC=C1 2-(3-(2-(benzyloxy)phenoxy)pyridin-2-yl)-2-hydroxyacetonitrile